ClC1=NC(=NC(=N1)C1=NC=CC=C1)C1=NC=CC=C1 2-chloro-4,6-di(pyridine-2-yl)-1,3,5-triazine